1-{(3S)-1-[3-(2-fluorophenoxy)-6-nitro-2-(trifluoromethyl)phenyl]piperidin-3-yl}methaneamine FC1=C(OC=2C(=C(C(=CC2)[N+](=O)[O-])N2C[C@@H](CCC2)CN)C(F)(F)F)C=CC=C1